cesium anthracene diformate C(=O)[O-].C(=O)[O-].C1=CC=CC2=CC3=CC=CC=C3C=C12.[Cs+].[Cs+]